perfluoro-4-ethylcyclohexanesulfonic acid FC1(C(C(C(C(C1(F)F)(F)F)(C(C(F)(F)F)(F)F)F)(F)F)(F)F)S(=O)(=O)O